BrC=1C=C(C=CC1)N(C1=CC(=CC=C1)N(C1=CC=CC=C1)C1=CC=CC=C1)C1=CC=CC=C1 N1-(3-bromophenyl)-N1,N3,N3-triphenylbenzene-1,3-diamine